FC=1C(NC(N(C1)[C@H]1C[C@@H]2OP(OC[C@H]2O1)(=O)OC(C)C)=O)=O 5-Fluoro-1-((4aR,6R,7aS)-2-isopropoxy-2-oxotetrahydro-4H-furo[3,2-d][1,3,2]dioxaphosphorin-6-yl)pyrimidine-2,4(1H,3H)-dione